ethylamine hydrochloride iodate I(=O)(=O)O.Cl.C(C)N